C(=O)(C=C)N1CCN(CC1)C1=C(C=NC2=C(C(=C(C=C12)Cl)C1=CC=C(C2=C1N=C(S2)N)F)F)C#N 4-(4-Acrylpiperazin-1-yl)-7-(2-amino-7-fluorobenzo[d]thiazol-4-yl)-6-chloro-8-fluoroquinoline-3-carbonitrile